(2-methyl-4-(4,4,5,5-tetramethyl-1,3,2-dioxaborolan-2-yl)phenyl)methanamine CC1=C(C=CC(=C1)B1OC(C(O1)(C)C)(C)C)CN